5,6-dibromobenzimidazolium BrC1=CC2=C([NH+]=CN2)C=C1Br